FC1=C(C=C(C(=C1C1=CNC2=C(C=CC=C12)F)F)C(C)(C)O)C1(OCCC1)CC1=C(N=NC2=C(C=C(C=C12)C(=O)N)OC)C ((2-(2,4-difluoro-3-(7-fluoro-1H-indol-3-yl)-5-(2-hydroxypropan-2-yl)phenyl)tetrahydrofuran-2-yl)methyl)-8-methoxy-3-methylcinnoline-6-carboxamide